5-hydroxy-1-methyl-1,8-naphthyridin-2(1H)-one OC1=C2C=CC(N(C2=NC=C1)C)=O